tert-butyl (5aS,6R,11bR)-10-cyano-14-(cyclopropylmethyl)-5a-hydroxy-11-methoxy-1,2,5,5a,6,7-hexahydro-6,11b-(epiminoethano)naphtho[1,2-d]azepine-3(4H)-carboxylate C(#N)C1=CC=C2C[C@@H]3[C@]4([C@](CCN(CC4)C(=O)OC(C)(C)C)(C2=C1OC)CCN3CC3CC3)O